3-[4-(aminomethyl)-2-methyl-pyrazol-2-ium-1-yl]propanenitrile NCC=1C=[N+](N(C1)CCC#N)C